pyrrolidin-1-yl(5,6,7,8-tetrahydro-4H-pyrazolo[1,5-a][1,4]diazepin-2-yl)methanone N1(CCCC1)C(=O)C1=NN2C(CNCCC2)=C1